6-(2-ethoxy-5-fluoro-phenyl)-1-[(5-methylisoxazol-3-yl)methyl]-3H-imidazo[4,5-b]pyridin-2-one C(C)OC1=C(C=C(C=C1)F)C=1C=C2C(=NC1)NC(N2CC2=NOC(=C2)C)=O